C1(=CC=C(C=C1)C1=NC(=NC(=N1)C1=CC=C(C=C1)C#N)C1=CC=C(C=C1)C=1C=C(C(=CC1)C1=CC=C(C=C1)C#N)C1=CC=C(C=C1)C#N)C1=CC=CC=C1 4'-(4-(4-([1,1'-biphenyl]-4-yl)-6-(4-cyanophenyl)-1,3,5-triazin-2-yl)phenyl)-[1,1':2',1''-terphenyl]-4,4''-dicarbonitrile